N-((S)-2-((6-oxo-5-(trifluoromethyl)-1-((2-(Trimethylsilyl)ethoxy)methyl)-1,6-dihydropyridazin-4-yl)amino)propoxy)acetamide O=C1C(=C(C=NN1COCC[Si](C)(C)C)N[C@H](CONC(C)=O)C)C(F)(F)F